N[C@H](C(=O)N[C@H](C(=O)N[C@H](C(=O)N[C@H](/C=C/C(=O)OCC1=CC=CC=C1)C[C@H]1C(NCC1)=O)CC(C)C)C(C)C)C benzyl (S,E)-4-((S)-2-((S)-2-((S)-2-aminopropanamido)-3-methylbutanamido)-4-methylpentanamido)-5-((S)-2-oxopyrrolidin-3-yl)pent-2-enoate